C(C)N1N=C(C=C1C(=O)OCCCOC1=CC(=CC2=C1N(C(=N2)NC(=O)C2=CC(=NN2CC)C)C\C=C\CBr)C(N)=O)C (E)-3-(1-(4-bromobut-2-enyl)-5-carbamoyl-2-(1-ethyl-3-methyl-1H-pyrazole-5-carboxamido)-1H-benzo[d]imidazol-7-yloxy)propyl 1-ethyl-3-methyl-1H-pyrazole-5-carboxylate